NCC1=C(NC(=C(N=C1)CC(=O)O)CC(=O)O)CC(=O)O.C(C1CO1)OC1=CC=C(C=C1)C1(C2CC3CC(CC1C3)C2)C2=CC=C(C=C2)OCC2CO2 2,2-bis(4-glycidoxyphenyl)adamantane 6-(amino)methyl-1,4-diazepinetriacetate